FC=1C=CC=C2CCC(N(C12)C(=O)NCCC1=CC=CC=C1)(C)C 8-Fluoro-2,2-dimethyl-N-phenethyl-3,4-dihydroquinoline-1(2H)-carboxamide